N-{[5-chloro-6-(6-fluoro-5-methoxy-2-pyridyl)-2-indolyl]methyl}-1-pyrrolidinecarboxamide ClC=1C=C2C=C(NC2=CC1C1=NC(=C(C=C1)OC)F)CNC(=O)N1CCCC1